3-((4-(8-Chloro-7-((7-fluoro-2-methyl-1-((2-(trimethylsilyl)ethoxy)methyl)-1H-benzo[d]imidazol-6-yl)oxy)quinoxalin-2-yl)-1H-pyrazol-1-yl)methyl)cyclobutanone ClC=1C(=CC=C2N=CC(=NC12)C=1C=NN(C1)CC1CC(C1)=O)OC=1C=CC2=C(N(C(=N2)C)COCC[Si](C)(C)C)C1F